guanidine TFA salt OC(=O)C(F)(F)F.NC(=N)N